4-(5-((4-((4-(acetamidomethyl)piperidin-1-yl)methyl)-6-(3,5-dichloro-phenyl)pyridin-2-yl)oxy)pyrimidin-2-yl)piperazin C(C)(=O)NCC1CCN(CC1)CC1=CC(=NC(=C1)C1=CC(=CC(=C1)Cl)Cl)OC=1C=NC(=NC1)N1CCNCC1